BrC1=C(C(=O)O)C(=C(C(=C1Br)C(=O)O)Br)Br 2,3,5,6-tetrabromo-terephthalic acid